C(N)(=O)C1=CN(C2=CC=C(C=C12)C1=CN=C2N1C=CC=N2)CC(=O)OC(C)(C)C tert-Butyl 2-(3-carbamoyl-5-(imidazo[1,2-a]pyrimidin-3-yl)-1H-indol-1-yl)acetate